Br[Mg]C1=CC(=CC=C1)OC bromo-(3-methoxyphenyl)magnesium